FC1=CC=C(C=C1)C1=C(C(=NC2=CC(=CC=C12)O)OC1CC(C1)C(=O)O)C1CCOCC1 3-[[4-(4-fluorophenyl)-7-hydroxy-3-tetrahydropyran-4-yl-2-quinolinyl]oxy]cyclobutanecarboxylic acid